C(CC)C1=NC(=NN1)CC1=CC=CC=C1 5-propyl-3-benzyl-1,2,4-triazole